N=[Mo]N imino-amino-molybdenum